1-(6,7-dimethoxyquinazolin-4-yl)piperidin-4-ylamine COC=1C=C2C(=NC=NC2=CC1OC)N1CCC(CC1)N